C(C)(=O)N[C@H]1[C@@H](O)O[C@@H]([C@@H]([C@@H]1O)N)C 2-acetamido-4-amino-2,4,6-trideoxy-alpha-D-galactopyranose